ClC1=C(C2=C(C=3C(=NC(=NC13)S(=O)(=O)CC)NCC1=NOC(=N1)C)COC2)C2=CC=C(C=1SC(=C(C12)C#N)NC(OC(C)(C)C)=O)F tert-Butyl (4-(5-chloro-3-(ethylsulfonyl)-1-(((5-methyl-1,2,4-oxadiazol-3-yl)methyl)amino)-7,9-dihydrofuro[3,4-f]quinazolin-6-yl)-3-cyano-7-fluorobenzo[b]thiophen-2-yl)carbamate